hydrazine, lithium salt [Li].NN